NC1=C(C=C(C=C1C)C1=CC(=C(C(=C1)C)N)C(=O)O)C(=O)O 4,4'-diamino-3,3'-dicarboxyl-5,5'-dimethylbiphenyl